NC1=C(C(=CC(=C1)N=O)O)C(\C=C\C1=CC=C(C=C1)O)=O (E)-1-(2-Amino-6-hydroxy-4-nitrosophenyl)-3-(4-hydroxyphenyl)prop-2-en-1-one